4-piperidyl 2-[[4-[[2-(6-methyl-2-pyridyl)pyrimidin-4-yl]amino]pyrimidin-2-yl]amino]pyridine-4-carboxylate CC1=CC=CC(=N1)C1=NC=CC(=N1)NC1=NC(=NC=C1)NC1=NC=CC(=C1)C(=O)OC1CCNCC1